tert-Butyl 4-((2-(2-(4-bromobenzamido)phenyl)benzofuran-6-yl)methyl)piperazine-1-carboxylate BrC1=CC=C(C(=O)NC2=C(C=CC=C2)C=2OC3=C(C2)C=CC(=C3)CN3CCN(CC3)C(=O)OC(C)(C)C)C=C1